[Cl-].[Cl-].FC(C=1C=C(C=C(C1)C(F)(F)F)C(=[Zr+2](C1=C(C=CC=2C3=CC=C(C=C3CC12)C(C)(C)C)C(C)(C)C)C1C=CC=C1)C1=CC(=CC(=C1)C(F)(F)F)C(F)(F)F)(F)F di-(3,5-ditrifluoromethyl-phenyl)methylene(cyclopentadienyl)(2,7-di-tert-butylfluorenyl)zirconium dichloride